1-(2-(diethylamino)ethyl)-3-(4-methyl-2-(4-((3-methyl-1H-pyrazol-4-yl)methyl)piperazin-1-yl)quinolin-6-yl)thiourea C(C)N(CCNC(=S)NC=1C=C2C(=CC(=NC2=CC1)N1CCN(CC1)CC=1C(=NNC1)C)C)CC